FC(OC1=C(C=C(C=C1)OC1=CC=C(C=C1)CN1[C@H](CC1)CO)C1=NN(C=C1NC(=O)C=1C=NN2C1N=CC=C2)C)F |r| N-[3-[2-(difluoromethoxy)-5-[4-[[rac-(2R)-2-(hydroxymethyl)azetidin-1-yl]methyl]phenoxy]phenyl]-1-methyl-pyrazol-4-yl]pyrazolo[1,5-a]pyrimidine-3-carboxamide